(S)-N-(7-((1-(ethylcarbamoyl)-3-hydroxyazetidin-3-yl)ethynyl)-5-methyl-4-oxo-2,3,4,5-tetrahydrobenzo[b][1,4]oxazepin-3-yl)-4-phenoxypyridineamide C(C)NC(=O)N1CC(C1)(O)C#CC1=CC2=C(OC[C@@H](C(N2C)=O)NC(=O)C2=NC=CC(=C2)OC2=CC=CC=C2)C=C1